FC1(C(C(CCC1)N[C@H](C)C1=CC=CC=C1)O)F 2,2-difluoro-6-(((R)-1-phenylethyl)amino)cyclohexan-1-ol